2-[[6-(1,3-Benzothiazol-2-ylamino)-5-methyl-pyridazin-3-yl]-(5-hydroxy-4-methoxy-pentyl)amino]-5-[3-[2-fluoro-4-[3-(methylamino)prop-1-ynyl]phenoxy]propyl]thiazole-4-carboxylic acid S1C(=NC2=C1C=CC=C2)NC2=C(C=C(N=N2)N(C=2SC(=C(N2)C(=O)O)CCCOC2=C(C=C(C=C2)C#CCNC)F)CCCC(CO)OC)C